CC1(N=C(C=N1)C1=C(C(=C(C=C1)OCC#N)F)F)C(=O)NC1=CC(=C(C=C1)C(=O)N1CCN(CC1)C(=O)C1(CCNCC1)O)Cl 2-methyl-N-[3-chloro-4-[4-(4-hydroxy-piperidine-4-carbonyl)-piperazine-1-carbonyl]phenyl]-5-[4-(cyanomethoxy)-2,3-difluoro-phenyl]-imidazole-2-carboxamide